BrC=1C(=C(C(=O)NC)C=C(C1)C)NC(CC)=O 3-bromo-N,5-dimethyl-2-propionamidobenzamide